6-(1-(pyrazolo[1,5-a]pyridin-3-ylsulfonyl)piperidin-4-yl)-7-(trifluoromethyl)-[1,2,4]triazolo[1,5-a]pyridine N1=CC(=C2N1C=CC=C2)S(=O)(=O)N2CCC(CC2)C=2C(=CC=1N(C2)N=CN1)C(F)(F)F